COC1=CC=C(C=C1)/C=C/C(=O)NC(=O)N\N=C\1/C(NC2=CC=CC=C12)=O N-((E)-3-(4-methoxyphenyl)acryloyl)-2-((Z)-2-oxindole-3-ylidene)hydrazine-1-carboxamide